C(C)(C)(C)OC(=O)N1CC(C1)(CC1=C(C=CC=C1)I)C#N.C12(CC3CC(CC(C1)C3)C2)NC(COC2=NC(=NC(=C2)OC2CC2)SC)=O N-(adamantan-1-yl)-2-((6-cyclopropoxy-2-(methylthio)pyrimidin-4-yl)oxy)acetamide tert-Butyl-3-cyano-3-(2-iodobenzyl)azetidine-1-carboxylate